SC([C@H](N)C(=O)O)C1=CC=CC=C1 (β-mercapto)phenylalanine